FC1(CCC(CC1)NC1=NC(=CC(=C1)CNC)C=1SC=C(N1)C)F N-(4,4-difluorocyclohexyl)-4-((methylamino)methyl)-6-(4-methylthiazol-2-yl)pyridin-2-amine